N-((1R,5S,6s)-3-oxabicyclo[3.1.0]hexan-6-yl)-4-methoxy-5-(pyrazolo[1,5-a]pyridin-5-yl)pyrrolo[2,1-f][1,2,4]triazin-2-amine [C@H]12COC[C@@H]2C1NC1=NN2C(C(=N1)OC)=C(C=C2)C2=CC=1N(C=C2)N=CC1